(E)-N-[7-[2-[(1R,5S)-3-azabicyclo[3.1.0]hexan-1-yl]ethynyl]-4-(3-chloro-2-fluoro-anilino)quinazolin-6-yl]-4-morpholino-but-2-enamide [C@]12(CNC[C@H]2C1)C#CC1=C(C=C2C(=NC=NC2=C1)NC1=C(C(=CC=C1)Cl)F)NC(\C=C\CN1CCOCC1)=O